ClC1=C(C=CC=C1F)C1=C(C(=NC2=CC(=CC=C12)C1=CC=NN1C)N1CC2(CN(C2)C(C=C)=O)CC1)C 1-(6-(4-(2-chloro-3-fluorophenyl)-3-methyl-7-(1-methyl-1H-pyrazol-5-yl)-2-quinolinyl)-2,6-diazaspiro[3.4]octan-2-yl)-2-propen-1-one